azetidin-3-yl ((1S)-1-(4-((1,1-dimethyl-2,3-dihydro-1H-inden-2-yl)amino)phenyl)-2,2,2-trifluoroethyl)(methyl)carbamate hydrochloride Cl.CC1(C(CC2=CC=CC=C12)NC1=CC=C(C=C1)[C@@H](C(F)(F)F)N(C(OC1CNC1)=O)C)C